(E)-1-(pyridin-3-yl)piperidin-3-amine N1=CC(=CC=C1)N1CC(CCC1)N